ClC=1C=C(C=NC1C#N)C(=O)OC Methyl 5-chloro-6-cyano-pyridine-3-carboxylate